5-Bromo-3'-isopropyl-3,3-dimethyl-1'-phenylspiro[indoline-2,4'-pyrazol]-5'(1'H)-one BrC=1C=C2C(C3(C(=NN(C3=O)C3=CC=CC=C3)C(C)C)NC2=CC1)(C)C